C(C1=CC=CC=C1)OC1=NN2C(C=CC(=C2)Br)=C1 2-benzyloxy-6-bromo-pyrazolo[1,5-a]pyridine